acryloyloxy-β-methyl-δ-valerolactone C(C=C)(=O)OC1C(=O)OCCC1C